C(C)(=O)O[C@H](C=O)[C@@H](O)[C@H](O)[C@H](O)CO O-acetyl-mannose